C1=CC=CC=2C3=CC=CC=C3N(C12)C=1C=CC=2N(C3=CC=CC=C3C2C1)C1=NC(=NC(=N1)N1C2=CC=CC=C2C=2C=C(C=CC12)N1C2=CC=CC=C2C=2C=CC=CC12)C1=CC=CC=C1 2,4-bis{3-(9H-carbazol-9-yl)-9H-carbazol-9-yl}-6-phenyl-1,3,5-triazine